O1COC2=C1C=CC(=C2)CCC(=N)C2=C(C=CC=C2)O 2-[(1,3-benzodioxol-5-ylmethyl)ethanimidoyl]phenol